orthocarbonic acid tetrathioester S1SSSOC(O1)(O)O